(3R,4R)-4-[[tert-butyl(dimethyl)silyl]oxymethyl]-3-[(1R)-1-[4-[[4-(3-fluoroazetidin-1-yl)-6-methyl-2-pyridyl]oxymethyl]phenyl]ethyl]-3-methyl-pyrrolidin-2-one [Si](C)(C)(C(C)(C)C)OC[C@@H]1[C@@](C(NC1)=O)(C)[C@H](C)C1=CC=C(C=C1)COC1=NC(=CC(=C1)N1CC(C1)F)C